3-[(2,5-difluorobenzyl)sulfanyl]-5-(2-methoxyethyl)[1,2,4]triazolo[4,3-a]pyrimidin FC1=C(CSC2=NN=C3N2C(=CC=N3)CCOC)C=C(C=C1)F